CC1=NC=C(C=C1)C1N(CCC1)C 2-methyl-5-(1-methyl-2-pyrrolidinyl)pyridine